5-(4-((2-(3-ethylureido)oxazol-5-yl)methyl)piperazin-1-yl)-6-fluoro-N-methylpicolinamide C(C)NC(NC=1OC(=CN1)CN1CCN(CC1)C=1C=CC(=NC1F)C(=O)NC)=O